(1S)-(4-Methoxycyclohexanone) COC1CCC(CC1)=O